C(C)(C)(C)OC(CCC(OC(C)(C)C)OC(C)(C)C)OC(C)(C)C 1,1,4,4-tetra(t-butoxy)butane